C[C@@H]([C@H]1CC[C@@H]\\2[C@@]1(CCC/C2=C\\C=C/3\\C[C@H](C[C@@H](C3=C)O)O)C)OC[C@@H](C(C)C)O The molecule is a hydroxy seco-steroid that is calciol with C-22 replaced with an oxygen atom, and additional hydroxy groups at positions 1 and 24. It has a role as a metabolite. It is a triol, an ether and a hydroxy seco-steroid. It derives from a calciol.